3-(hydroxyimino)bicyclo[3.1.0]hexan-2-one ON=C1C(C2CC2C1)=O